[4-[2-[(3R,4S)-4-phenylpyrrolidin-3-yl]-3H-imidazo[4,5-b]pyridin-7-yl]-1-piperidyl]-[4-(trifluoromethoxy)phenyl]methanone C1(=CC=CC=C1)[C@@H]1[C@H](CNC1)C1=NC=2C(=NC=CC2C2CCN(CC2)C(=O)C2=CC=C(C=C2)OC(F)(F)F)N1